5-phenethyl-benzoic acid C(CC1=CC=CC=C1)C=1C=CC=C(C(=O)O)C1